FC1(CCN(CC1)C1=C2C(=NC=C1C(F)(F)F)N(C(=C2)C=2CCOCC2)COCC[Si](C)(C)C)F 4-(4,4-Difluoropiperidin-1-yl)-2-(3,6-dihydro-2H-pyran-4-yl)-5-(trifluoromethyl)-1-((2-(trimethylsilyl)ethoxy)methyl)-1H-pyrrolo[2,3-b]pyridine